C(C)OC(OCC)=O.ClC1=CC=C(C=C1)C1=CC=C(C=C1)C=1CCN(CC1)CCC(C(=O)NO)(S(=O)(=O)C)C 4-(4-(4'-chloro-[1,1'-biphenyl]-4-yl)-3,6-dihydropyridin-1(2H)-yl)-N-hydroxy-2-methyl-2-(methylsulfonyl)butanamide diethyl-carbonate